2-chloro-8,8-dimethyl-6-((trimethylsilyl)oxy)-7,8-dihydro-6H-cyclopenta[e]Pyrazolo[1,5-a]Pyrimidine-6-carbonitrile ClC1=NN2C(N=CC3=C2C(CC3(C#N)O[Si](C)(C)C)(C)C)=C1